O1CCOC2=C1C=CC(=C2)[C@H]2N(C(C1=CC=CC=C1[C@@H]2C(=O)O)=O)C2=CC=C(C=C2)C=2C=NN(C2)CCO |r| (3S,4S) and (3R,4R)-3-(2,3-dihydro-1,4-benzodioxin-6-yl)-2-{4-[1-(2-hydroxyethyl)-1H-pyrazol-4-yl]phenyl}-1-oxo-1,2,3,4-tetrahydroisoquinoline-4-carboxylic acid